C(C)(=O)N1CCN(CC1)C1=NC(=NC=C1)C1=CN=C2N1C=C(N=C2)C2=C(C#N)C=CC=C2 2-(3-(4-(4-acetylpiperazin-1-yl)pyrimidin-2-yl)imidazo[1,2-a]pyrazin-6-yl)benzonitrile